FC=1C=C(OC2=CC=C(C=C2)NC(OCC=2C(=C3C(N(CC3=CC2)C2C(NC(CC2)=O)=O)=O)OCC(=O)N2CCOCC2)=O)C=CC1F [2-(2,6-dioxopiperidin-3-yl)-4-[2-(morpholin-4-yl)-2-oxoethoxy]-3-oxo-2,3-dihydro-1H-isoindol-5-yl]methyl N-[4-(3,4-difluorophenoxy)phenyl]carbamate